C1(CCC1)NC1=NC=C(C(=C1)C(=O)NC[C@@H](O)[C@H]1N(CC2=CC(=CC=C2C1)O)C(=O)OC(C)(C)C)OC tert-butyl (3S)-3-[(1R)-2-[[2-(cyclobutylamino)-5-methoxy-pyridine-4-carbonyl]-amino]-1-hydroxy-ethyl]-7-hydroxy-3,4-dihydro-1H-isoquinoline-2-carboxylate